2-(5-fluoro-2-methoxypyridin-4-yl)-1-((S)-7-((6-methoxy-4-methylquinazolin-2-yl)amino)-5-azaspiro[2.4]heptan-5-yl)propan-1-one FC=1C(=CC(=NC1)OC)C(C(=O)N1CC2(CC2)[C@@H](C1)NC1=NC2=CC=C(C=C2C(=N1)C)OC)C